C(C)(C)(C)[Si](OCC(=O)NC=1C=2C3=C(N(C2C(=C(C1)Cl)Cl)C(F)F)CCNC([C@@H]3C)=O)(C)C (R)-2-((tert-Butyl-dimethyl-silyl)oxy)-N-(7,8-dichloro-6-(difluoromethyl)-1-methyl-2-oxo-1,2,3,4,5,6-hexahydroazepino[4,5-b]indol-10-yl)acetamide